NC1=C2C(=NC=N1)N(N=C2C)C(C)C2=C(C(=C(C#N)C(=C2)Cl)C2CN(C2)C(CC)=O)OCC 4-[1-(4-amino-3-methyl-1H-pyrazolo[3,4-d]pyrimidin-1-yl)ethyl]-6-chloro-3-ethoxy-2-(1-propionylazetidin-3-yl)benzonitrile